The molecule is a carboxylic ester resulting from the formal condensation of the carboxy group of clodinafop with the hydroxy group of prop-2-yn-1-ol. It is widely used as a herbicide for the control of annual grass weeds in cereal crops. It has a role as an EC 6.4.1.2 (acetyl-CoA carboxylase) inhibitor, a herbicide and an agrochemical. It is a carboxylic ester, an aromatic ether, an organochlorine compound, an organofluorine compound, a member of pyridines and a propyzamide. It derives from a prop-2-yn-1-ol and a clodinafop. C[C@H](C(=O)OCC#C)OC1=CC=C(C=C1)OC2=C(C=C(C=N2)Cl)F